CC1=NC=CC(=C1)C1CCC(CC1)O (1r,4r)-4-(2-methylpyridin-4-yl)cyclohexane-1-ol